OC1=C(C=C(C=C1C(F)(F)F)CN[C@H]1[C@@H](CCC1)O)NC(C1=CC(=CC=C1)C1=C(C=NN1C)C1=NN=CN1C)=O N-(2-Hydroxy-5-((((1R,2R)-2-hydroxycyclopentyl)amino)methyl)-3-(trifluoromethyl)phenyl)-3-(1-methyl-4-(4-methyl-4H-1,2,4-triazol-3-yl)-1H-pyrazol-5-yl)benzamide